C(C=C)(=O)ONC(=N)N Guanidino acrylate